2-{3-[(5-methoxy-1-methyl-1H-pyrazol-4-yl)amino]-1-methyl-1H-indazol-5-yl}propan-2-ol COC1=C(C=NN1C)NC1=NN(C2=CC=C(C=C12)C(C)(C)O)C